2-(4-methoxyphenyl)propanal COC1=CC=C(C=C1)C(C=O)C